4-(((Tert-butyldimethylsilyl)oxy)methyl)thiazole-2-carbaldehyde [Si](C)(C)(C(C)(C)C)OCC=1N=C(SC1)C=O